ClC1=C(C=C(OCC(=O)NC23CC(C2)(C3)C3=NN=C(O3)C3CN(C3)C(=O)OC(C)(C)C)C=C1)F tert-Butyl 3-[5-[3-[[2-(4-chloro-3-fluoro-phenoxy)acetyl]amino]-1-bicyclo[1.1.1]pentanyl]-1,3,4-oxadiazol-2-yl]azetidine-1-carboxylate